OC1=C2C=CC=C(C2=CC=C1)C1=C(C2=CC=CC=C2C(=C1)NS(=O)(=O)C1=CC=C(C=C1)OC)O N-(5,1'-dihydroxy-[1,2']binaphthyl-4'-yl)-4-methoxy-benzenesulfonamide